3-methyl-1-(6-chloro-2-methyl-3,4-dioxo-3,4-dihydronaphthalen-1-yl)-1H-pyrrole-2,5-dione CC=1C(N(C(C1)=O)C1=C(C(C(C2=CC(=CC=C12)Cl)=O)=O)C)=O